(E)-3-(3-(3,5-bis(trifluoromethyl)phenyl)-1H-1,2,4-triazol-1-yl)-2-(pyridin-3-yl)acrylonitrile FC(C=1C=C(C=C(C1)C(F)(F)F)C1=NN(C=N1)/C=C(/C#N)\C=1C=NC=CC1)(F)F